S-(2-sulfanylethyl) phenylthiocarboxylate C1(=CC=CC=C1)C(=O)SCCS